CC=1C=2N(C(=C(C1)C(=O)[O-])Br)N=C(C2C2=C(C=CC=C2F)Cl)C.C(=O)(O)C2=C(C=CC=C2)C2=C1C=CC(C(=C3C=CC(=C(C=4C=CC(=C(C5=CC=C2N5)C5=C(C=CC=C5)C(=O)O)N4)C4=C(C=CC=C4)C(=O)O)N3)C3=C(C=CC=C3)C(=O)O)=N1.[Fe+2].CC=1C=3N(C(=C(C1)C(=O)[O-])Br)N=C(C3C3=C(C=CC=C3F)Cl)C iron tetrakis(carboxyphenyl)porphyrin methyl-7-bromo-3-(2-chloro-6-fluorophenyl)-2-methylpyrazolo[1,5-a]pyridine-6-carboxylate